(1S,4R)-4-aminocyclopent-2-ene-1-carboxylic acid isopropyl ester hydrochloride Cl.C(C)(C)OC(=O)[C@@H]1C=C[C@@H](C1)N